C(C)C1(CS(C2=C(N(C1)C1=CC=CC=C1)C=C(C(=C2)OC)I)(=O)=O)C 3-ethyl-7-iodo-8-methoxy-3-methyl-5-phenyl-2,3,4,5-tetrahydro-1,5-benzothiazepine 1,1-dioxide